2-((4-(7-(2-methyl-[1,1'-biphenyl]-3-yl)imidazo[1,2-a]pyridin-3-yl)benzyl)amino)ethane-1-sulfonic acid CC1=C(C=CC=C1C1=CC=2N(C=C1)C(=CN2)C2=CC=C(CNCCS(=O)(=O)O)C=C2)C2=CC=CC=C2